(+-)-trans-N-[8-chloro-6-(2-hydroxyphenylamino)-3-isoquinolinyl]-2-cyano-cyclopropanecarboxamide ClC=1C=C(C=C2C=C(N=CC12)NC(=O)[C@H]1[C@@H](C1)C#N)NC1=C(C=CC=C1)O |r|